3-[5-[4-(2,2-dimethoxyethyl)piperazin-1-yl]-1-oxo-isoindolin-2-yl]piperidine-2,6-dione COC(CN1CCN(CC1)C=1C=C2CN(C(C2=CC1)=O)C1C(NC(CC1)=O)=O)OC